2,2-diethyl-6-[3-(pyridin-3-yl)-1,2,4-oxadiazol-5-yl]3,4-dihydro-2H-1-benzopyran-4-one C(C)C1(OC2=C(C(C1)=O)C=C(C=C2)C2=NC(=NO2)C=2C=NC=CC2)CC